ClC1=CN=C(C(=N1)N)C1=C(C(=CC=C1)C)Cl 6-chloro-3-(2-chloro-3-methylphenyl)pyrazin-2-amine